C1(CC1)C(C(C(=O)[O-])O)O 3-cyclopropyl-2,3-dihydroxypropanoate